3-benzyl-1-(trans-4-((5-cyano-4-(1-methyl-1H-pyrazol-3-yl)pyrimidin-2-yl)amino)-cyclohexyl)-1-(5-(1-methyl-1H-pyrazol-4-yl)pyridin-2-yl)urea C(C1=CC=CC=C1)NC(N(C1=NC=C(C=C1)C=1C=NN(C1)C)[C@@H]1CC[C@H](CC1)NC1=NC=C(C(=N1)C1=NN(C=C1)C)C#N)=O